Benzo[g]quinazolin-4(1H)-one N1C=NC(C2=CC3=C(C=C12)C=CC=C3)=O